OC(C)C=1N(C=CN1)CC1=CC=C(C=C1)C=1N=C(SC1S(=O)(=O)NC(OC)=O)CC(C)C methyl ((4-(4-((2-(1-hydroxyethyl)-1H-imidazol-1-yl)methyl)phenyl)-2-isobutyl-thiazol-5-yl)sulfonyl)carbamate